C(C1=CC=CC=C1)C(C(=O)O)(C(=O)O)OC[C@H]1O[C@H]([C@@H]([C@@]1(O)C#C)O)N1C2=NC(=NC(=C2N=C1)NCC1=CC=CC=C1)Cl 2-benzyl-2-(((2R,3S,4R,5R)-5-(6-(benzylamino)-2-chloro-9H-purin-9-yl)-3-ethynyl-3,4-dihydroxytetrahydrofuran-2-yl)methoxy)malonic acid